2-(benzofuran-4-yl)-N-((5R,7S,8S)-7-((R)-3-fluoropyrrolidin-1-yl)-1-oxaspiro[4.5]Decane-8-yl)-N-methylacetamide O1C=CC2=C1C=CC=C2CC(=O)N(C)[C@@H]2[C@H](C[C@]1(CCCO1)CC2)N2C[C@@H](CC2)F